C(C1=CC=CC=C1)C1C(N(C(C2=CC=CC=C12)=O)O)=O 4-benzyl-2-hydroxy-1,3-dioxo-4H-isoquinoline